N2-(3,5-dimethylphenyl)-5-(1-isobutyl-1H-pyrazol-4-yl)-N4-(1,2,3,4-tetrahydroisoquinolin-7-yl)pyrimidine-2,4-diamine CC=1C=C(C=C(C1)C)NC1=NC=C(C(=N1)NC1=CC=C2CCNCC2=C1)C=1C=NN(C1)CC(C)C